(R)-4-(4,4-diethyl-2-imino-6-oxotetrahydropyrimidin-1(2H)-yl)-N-((S)-6-fluoro-2,2-dimethylchroman-4-yl)chromane-6-carboxamide C(C)C1(NC(N(C(C1)=O)[C@@H]1CCOC2=CC=C(C=C12)C(=O)N[C@H]1CC(OC2=CC=C(C=C12)F)(C)C)=N)CC